4-((1S)-1-{[5-chloro-2-(3-chlorophenoxy)benzoyl]amino}ethyl)benzoic acid ClC=1C=CC(=C(C(=O)N[C@@H](C)C2=CC=C(C(=O)O)C=C2)C1)OC1=CC(=CC=C1)Cl